CN(C1(CCOCC1)C(=O)NC1(CC1)C=1C=CC=NC1)CCOC1=CC=CC=C1 5-[1-[[4-[Methyl(2-phenoxyethyl)amino]tetrahydropyran-4-carbonyl]amino]cyclopropyl]pyridin